F[P-](F)(F)(F)(F)F.C(C)(=O)C1=CC=C(C=C1)SC1=CC=C(C=C1)[S+](C1=CC=C(C=C1)SC1=CC=C(C=C1)C(C)=O)C1=CC=C(C=C1)SC1=CC=C(C=C1)C(C)=O Tris{4-[(4-acetylphenyl)sulphanyl]phenyl}sulphonium hexafluorophosphate